FC1=CC=C(C=C1)N1N=C(C2=CC=CC=C2C1=O)C=1C=C(C=CC1)S(=O)(=O)NC 3-(3-(4-fluorophenyl)-4-oxo-3,4-dihydro-phthalazin-1-yl)-N-methylbenzenesulfonamide